2-(6-bromo-4,7-dichloro-2H-indazol-2-yl)acetic acid ethyl ester C(C)OC(CN1N=C2C(=C(C=C(C2=C1)Cl)Br)Cl)=O